4'-chloro-9'-((1-(3-hydroxypropyl)piperidin-4-yl)methyl)-5'H-spiro[cyclohexane-1,7'-indolo[1,2-a]quinazolin]-5'-one ClC=1C=2C(N=C3N(C2C=CC1)C1=CC=C(C=C1C31CCCCC1)CC1CCN(CC1)CCCO)=O